(R)-7-(5-(5-(1-(3,5-dichloropyridin-4-yl)ethoxy)-1H-indazol-3-yl)pyridin-2-yl)-3-(trifluoromethyl)-5,6,7,8-tetrahydro-[1,2,4]triazolo[4,3-a]pyrazin ClC=1C=NC=C(C1[C@@H](C)OC=1C=C2C(=NNC2=CC1)C=1C=CC(=NC1)N1CC=2N(CC1)C(=NN2)C(F)(F)F)Cl